7-((3-chloro-2-fluorobenzyl)oxy)-3,4-dihydroisoquinoline-2(1H)-carboxylic acid tert-butyl ester C(C)(C)(C)OC(=O)N1CC2=CC(=CC=C2CC1)OCC1=C(C(=CC=C1)Cl)F